1,2-di(thiophen-3-yl)ethane-1,2-diol S1C=C(C=C1)C(C(O)C1=CSC=C1)O